C(C)(=O)C1=NN(C2=CC=C(C=C12)C1=CC=C(C=C1)C)CC(=O)OC(C)(C)C tert-Butyl 2-(3-acetyl-5-(p-tolyl)-1H-indazol-1-yl)acetate